tert-butyl (3R,4R)-4-({5-bromo-7-isopropylimidazo[4,3-f][1,2,4]triazin-2-yl}amino)-3-fluoropiperidine-1-carboxylate BrC=1N=C(N2N=C(N=CC21)N[C@H]2[C@@H](CN(CC2)C(=O)OC(C)(C)C)F)C(C)C